3,5-Diamino-6-chloro-N-(2-cyclopropyl-4-fluorophenyl)-N-(7-nitrobenzo[c][1,2,5]oxadiazol-4-yl)pyrazine-2-carboxamide NC=1C(=NC(=C(N1)N)Cl)C(=O)N(C1=CC=C(C2=NON=C21)[N+](=O)[O-])C2=C(C=C(C=C2)F)C2CC2